triphenylcarbenium tetrakis(2,3,4,6-tetrafluorophenyl)borate FC1=C(C(=CC(=C1F)F)F)[B-](C1=C(C(=C(C=C1F)F)F)F)(C1=C(C(=C(C=C1F)F)F)F)C1=C(C(=C(C=C1F)F)F)F.C1(=CC=CC=C1)[C+](C1=CC=CC=C1)C1=CC=CC=C1